N-(5-chloro-7-(trifluoromethyl)-1,6-naphthyridin-3-yl)-1-(1-carbonyl-1,2-dihydroisoquinolin-5-yl)-5-(trifluoromethyl)-1H-pyrazole-4-carboxamide ClC1=C2C=C(C=NC2=CC(=N1)C(F)(F)F)NC(=O)C=1C=NN(C1C(F)(F)F)C1=C2C=CNC(C2=CC=C1)=C=O